(R)-1-(2-((1-(2,2-difluoroethyl)-1H-pyrazol-4-yl)sulfonyl)-2,6-dihydropyrrolo[3,4-c]pyrazol-5(4H)-yl)-3-hydroxy-2-(2-(2-methoxyethoxy)phenyl)propan-1-one FC(CN1N=CC(=C1)S(=O)(=O)N1N=C2C(=C1)CN(C2)C([C@@H](CO)C2=C(C=CC=C2)OCCOC)=O)F